dicyclopentyl sebacate C(CCCCCCCCC(=O)OC1CCCC1)(=O)OC1CCCC1